5-[7-(2,4-difluoro-6-isopropoxy-phenyl)-6-(7-prop-2-enoyl-6,8-dihydro-5H-1,7-naphthyridin-2-yl)thieno[3,2-c]pyridin-4-yl]isoindolin-1-one FC1=C(C(=CC(=C1)F)OC(C)C)C=1C2=C(C(=NC1C1=NC=3CN(CCC3C=C1)C(C=C)=O)C=1C=C3CNC(C3=CC1)=O)C=CS2